2-cyclopropyl-N-((1S,2S)-2-hydroxycyclohexyl)-11-oxo-11H-pyrido[2,1-b]quinazoline-6-carboxamide C1(CC1)C=1C=C2C(N3C(=NC2=CC1)C(=CC=C3)C(=O)N[C@@H]3[C@H](CCCC3)O)=O